(S)-1-(2-(1-(4-((4-fluorophenoxy)methyl)phenyl)imidazo[1,5-a]pyrazin-3-yl)pyrrolidin-1-yl)but-2-yn-1-one FC1=CC=C(OCC2=CC=C(C=C2)C=2N=C(N3C2C=NC=C3)[C@H]3N(CCC3)C(C#CC)=O)C=C1